1-(4Z,7Z,10Z,13Z,16Z,19Z-docosahexaenoyl)-2-nonadecanoyl-glycero-3-phospho-(1'-sn-glycerol) CCCCCCCCCCCCCCCCCCC(=O)O[C@H](COC(=O)CC/C=C\C/C=C\C/C=C\C/C=C\C/C=C\C/C=C\CC)COP(=O)(O)OC[C@H](CO)O